(S)-2-amino-3-(3-amino-4-dihydroxyborylphenyl)-2-methylpropanoic acid N[C@](C(=O)O)(CC1=CC(=C(C=C1)B(O)O)N)C